benzo[d]oxazol-5-amine trifluoroacetate salt FC(C(=O)O)(F)F.O1C=NC2=C1C=CC(=C2)N